N-(3-chloro-4-((3-chlorophenyl)methoxy)phenyl)-6-iodo-4-quinazolinamine ClC=1C=C(C=CC1OCC1=CC(=CC=C1)Cl)NC1=NC=NC2=CC=C(C=C12)I